N-(1-(7-(5-((((1S,3R)-3-Hydroxycyclopentyl)amino)methyl)thiophen-2-yl)quinolin-5-yl)cyclopropyl)-2-methyl-5-(((S)-1-methylazetidin-2-yl)methoxy)benzamide O[C@H]1C[C@H](CC1)NCC1=CC=C(S1)C1=CC(=C2C=CC=NC2=C1)C1(CC1)NC(C1=C(C=CC(=C1)OC[C@H]1N(CC1)C)C)=O